C(C)(C)(C)OC(=O)N(CCC(OS(=O)(=O)C)C1C(N(CC1)C(=O)OC(C)(C)C)=O)C tert-butyl 3-{3-[(tert-butoxycarbonyl)(methyl)amino]-1-(methanesulfonyloxy)propyl}-2-oxopyrrolidine-1-carboxylate